C(CCCCCCC\C=C/CCCCCCCC)(=O)[O-].C(CCCCCCC\C=C/CCCCCCCC)(=O)[O-].[Zn+2] zinc dioleate